(3-chlorophenyl) hydroxycarbamate ONC(OC1=CC(=CC=C1)Cl)=O